1-(2-morpholinoethyl)-2-naphthol O1CCN(CC1)CCC1=C(C=CC2=CC=CC=C12)O